2H-tetrazole hydroxide [OH-].N=1NN=NC1